N'-(tert-butyldimethylsilyl)-4-(1-(dimethylamino)-2,2,2-trifluoroethyl)benzenesulfonimidamide [Si](C)(C)(C(C)(C)C)N=S(=O)(N)C1=CC=C(C=C1)C(C(F)(F)F)N(C)C